6-methyl-4-(1-phenylethyl)-1-tosyl-2-(2-(trifluoromethyl)pyridin-4-yl)-1,6-dihydro-7H-pyrrolo[2,3-c]pyridin-7-one CN1C(C2=C(C(=C1)C(C)C1=CC=CC=C1)C=C(N2S(=O)(=O)C2=CC=C(C)C=C2)C2=CC(=NC=C2)C(F)(F)F)=O